3,5-diamino-1H-pyrazole-4-carboxylate NC1=NNC(=C1C(=O)[O-])N